ClC1=C(C=C(C(=C1)OC([2H])([2H])[2H])C)C=1N=C(SC1C)N([C@@H](C([2H])([2H])C1CC1)C1=CC(=C(C=C1)CO)F)CC#C (S)-(4-(1-((4-(2-chloro-4-(methoxy-d3)-5-methylphenyl)-5-methylthiazol-2-yl)(prop-2-yn-1-yl)amino)-2-cyclopropylethyl-2,2-d2)-2-fluorophenyl)methanol